ClC1=CC=C(C=C1)C1=CC=C(C=C1)C1=NN=C(O1)C(=O)NO 5-(4'-chloro-[1,1'-biphenyl]-4-yl)-N-hydroxy-1,3,4-oxadiazole-2-carboxamide